C(C)NC(NC1=NSC(=C1)CN1CCC(CC1)C=1C=CC(=NC1C)C(=O)NC)=O 5-(1-((3-(3-ethylureido)isothiazol-5-yl)methyl)piperidin-4-yl)-N,6-dimethylpicolinamide